C(#N)C1=CC(=C(COC=2C=C(C=CC2)N2C=NN(CC2)CC2=NC3=C(N2C[C@H]2OCC2)C=C(C=C3F)C(=O)O)C=C1)OC (S)-2-(4-(3-((4-cyano-2-methoxybenzyl)oxy)phenyl)-5,6-dihydro-1,2,4-Triazine-1(4H)-ylmethyl)-4-fluoro-1-(oxetan-2-ylmethyl)-1H-benzo[d]imidazole-6-carboxylic acid